ClC1=C2C=CN(C(C2=CC=C1C1=CN(C2=NC(=CN=C21)N2C1CC(CC2CC1)NC(OC(C)(C)C)=O)CO)=O)C tert-Butyl N-[endo-8-[7-(5-chloro-2-methyl-1-oxo-1,2-dihydroisoquinolin-6-yl)-5-(hydroxymethyl)-5H-pyrrolo[2,3-b]pyrazin-3-yl]-8-azabicyclo[3.2.1]octan-3-yl]carbamate